NC1=C(SC2=NC(=CC=C21)C)C(=O)N[C@H]2COC1=C(C2)C=CC(=C1)N1C[C@]2(CCO2)[C@@H](C1)N 3-amino-N-[(3R)-7-[(4R,8R)-8-amino-1-oxa-6-azaspiro[3.4]octan-6-yl]-3,4-dihydro-2H-1-benzopyran-3-yl]-6-methylthieno[2,3-b]pyridine-2-carboxamide